piperidin-3,4,5-triol N1CC(C(C(C1)O)O)O